[C@@H](C)(CC)OC1=NC=C(C=N1)C=1C=CC(N(N1)CC=1C=NC=C(C1)F)=O (R)-6-(2-(sec-butoxy)pyrimidin-5-yl)-2-((5-fluoropyridin-3-yl)methyl)pyridazin-3(2H)-one